9-(2-Bromoethyl)-2,6-dichloro-2,7-dimethoxy-9H-carbazole BrCCN1C2=CC(=C(C=C2C=2C=CC(CC12)(OC)Cl)Cl)OC